OC[C@H](COC(C1=CC=CC=C1)(C1=CC=CC=C1)C1=CC=CC=C1)NC(OCC1C2=CC=CC=C2C=2C=CC=CC12)=O (R)-(9H-fluoren-9-yl)methyl (1-hydroxy-3-(trityloxy)propan-2-yl)carbamate